C1(=CC=CC=C1)[C@@H](O)C1=NC=CC=C1 |r| racemic-phenyl-(pyridin-2-yl)methanol